NC1=C(C=C(C=N1)C1=CC=C(CN2C(N(CC2)CC2COC2)=O)C=C1)C1=C(C=C(C=C1)N)F 1-(4-(6-amino-5-(4-amino-2-fluorophenyl)pyridin-3-yl)benzyl)-3-(oxetan-3-ylmethyl)imidazolin-2-one